N1(C(CC=C1)C(=O)[O-])C(=O)[O-] 2,3-dihydro-1H-pyrrole-1,2-dicarboxylate